FC1=C(C=CC(=C1)I)NC1=C(C#N)C=CN=C1 3-((2-Fluoro-4-iodophenyl)amino)isonicotinonitrile